(S)-5-((1-(3-(4-(5-cyclopropylpyrimidin-2-yl)piperazin-1-yl)-3-oxopropoxy)propan-2-yl)amino)-4-(trifluoromethyl)pyridazin-3(2H)-one C1(CC1)C=1C=NC(=NC1)N1CCN(CC1)C(CCOC[C@H](C)NC1=C(C(NN=C1)=O)C(F)(F)F)=O